COC=1C(=CC2=C(N=CN=C2N[C@H](C)C2=C(C(=CC=C2)C(F)(F)F)C)N1)N1CCN(CC1)C (R)-7-methoxy-N-(1-(2-methyl-3-(trifluoromethyl)phenyl)ethyl)-6-(4-methylpiperazin-1-yl)pyrido[2,3-d]pyrimidin-4-amine